CC1C(C)O1 Methyl-epoxypropane